4-(2-pyridylsulfanyl)benzoic acid N1=C(C=CC=C1)SC1=CC=C(C(=O)O)C=C1